CC1=C(OC(C(=O)OCC)(C)C)C(=CC(=C1)CN1N=CN(C1=O)C1=CC(=CC=C1)C(F)(F)F)C Ethyl 2-(2,6-dimethyl-4-((5-oxo-4-(3-(trifluoromethyl) phenyl)-4,5-dihydro-1H-1,2,4-triazol-1-yl)methyl)phenoxy)-2-methylpropionate